BrC=1C=NC(=C(C(=O)N[C@@H]2CN(C[C@@H]2F)C(=O)OC(C)(C)C)C1)OC tert-butyl (3R,4S)-3-(5-bromo-2-methoxynicotinamido)-4-fluoropyrrolidine-1-carboxylate